(1-(6-fluoronaphthalen-1-yl)cyclopropyl)-2-methylbenzamide FC=1C=C2C=CC=C(C2=CC1)C1(CC1)C=1C(=C(C(=O)N)C=CC1)C